6-chloro-7-[(2R)-2-[[(3-chloro-6-methoxypyridin-2-yl)oxy]methyl]-4-oxopyrrolidin-1-yl]-1-[6-[3-(dimethylamino)azetidin-1-yl]pyridin-3-yl]-4-oxoquinoline-3-carboxylic acid ClC=1C=C2C(C(=CN(C2=CC1N1[C@H](CC(C1)=O)COC1=NC(=CC=C1Cl)OC)C=1C=NC(=CC1)N1CC(C1)N(C)C)C(=O)O)=O